3-(9-(4-((tert-butyldimethylsilyl)oxy)butyl)-3,9-diazaspiro[5.5]undecan-3-yl)pentane-1,5-diyl bis(2-hexyldecanoate) C(CCCCC)C(C(=O)OCCC(CCOC(C(CCCCCCCC)CCCCCC)=O)N1CCC2(CC1)CCN(CC2)CCCCO[Si](C)(C)C(C)(C)C)CCCCCCCC